C(C)C=1C(=C([O-])C=CC1)CC.[Cu+2].C(C)C=1C(=C([O-])C=CC1)CC copper diethylphenoxide